C(C)(=O)N1CCN(CC1)C1=CC=C(C=C1)NC1=NC2=CC(=CC=C2C=N1)C 2-((4-(4-acetylpiperazin-1-yl)phenyl)amino)-7-methylquinazolin